C(C1=CC=CC=C1)NC([C@@H]([C@H](\C=C\C1=CC=CC=C1)C)C1=CC2=CC=CC=C2C=C1)=O (2S,3S,E)-N-benzyl-3-methyl-2-(naphthalen-2-yl)-5-phenylpent-4-enamide